NC1=C(C=C(C2=CC=C(C(=C12)O)N=NC1=C(C=C(C=C1)C1=CC(=C(C=C1)N=NC1=C(C2=C(C(=CC(=C2C=C1)S(=O)(=O)[O-])S(=O)(=O)[O-])N)O)C)C)S(=O)(=O)[O-])S(=O)(=O)[O-] 4-amino-6-[[4-[4-[(8-amino-1-hydroxy-5,7-disulfonatonaphthalen-2-yl)diazenyl]-3-methylphenyl]-2-methylphenyl]diazenyl]-5-hydroxynaphthalene-1,3-disulfonate